O[C@@H]1C[C@H](N(C1)C([C@H](C(C)(C)C)NC(CCCCCCCCC(=O)OC)=O)=O)C(NCC1=CC=C(C=C1)C1=C(N=CS1)C)=O methyl 10-(((S)-1-((2S,4r)-4-hydroxy-2-((4-(4-methylthiazol-5-yl) benzyl) carbamoyl) pyrrolidin-1-yl)-3,3-dimethyl-1-oxobutan-2-yl) amino)-10-oxodecanoate